FC(C1=NC=C(N=C1)N1C[C@H](N[C@@H](C1)C)C)F 2-(difluoromethyl)-5-[(3R,5R)-3,5-dimethylpiperazin-1-yl]pyrazine